tert-butyl 7-((4-((3-chloro-2-fluorophenyl)amino)-6-nitroquinazolin-7-yl)ethynyl)-7-methyl-2-oxa-5-azaspiro[3.4]octane-5-carboxylate ClC=1C(=C(C=CC1)NC1=NC=NC2=CC(=C(C=C12)[N+](=O)[O-])C#CC1(CN(C2(COC2)C1)C(=O)OC(C)(C)C)C)F